C(C)(C)C1(NC(CCCCC1)(C(C)C)C(C)C)C(C)C 2,2,8,8-tetraisopropyl-azocane